2-butyl-3-(2,6-dimethoxyphenyl)-6-hydroxy-5-{[4-(3-methyl-1,2,4-oxadiazol-5-yl)phenyl]methyl}-3,4-dihydropyrimidin-4-one C(CCC)C1=NC(=C(C(N1C1=C(C=CC=C1OC)OC)=O)CC1=CC=C(C=C1)C1=NC(=NO1)C)O